FC=1C(=CC2=CN(N=C2C1)C)NC(=O)N1CCC=2C1=NC=CC2C2C[C@@H](N([C@@H](C2)C)C(=O)OC(C)(C)C)C tert-butyl (2S,6R)-4-(1-((6-fluoro-2-methyl-2H-indazol-5-yl)carbamoyl)-2,3-dihydro-1H-pyrrolo[2,3-b]pyridin-4-yl)-2,6-dimethylpiperidine-1-carboxylate